BrC=1SC2=C3C(CCCOC13)=C(N=C2Cl)C(=O)O 1-bromo-3-chloro-7,8-dihydro-6H-9-oxa-2-thia-4-azabenzo[cd]azulene-5-carboxylic acid